(4-amino-1-methyl-1H-pyrazolo[4,3-c][1,7]naphthyridin-8-yl)((2R,4aS,9aR)-7-bromo-8-fluoro-2-methyl-2,3,9,9a-tetrahydroindeno[2,1-b][1,4]oxazin-4(4aH)-yl)methanone NC1=NC=2C=NC(=CC2C2=C1C=NN2C)C(=O)N2[C@@H]1[C@H](O[C@@H](C2)C)CC=2C(=C(C=CC21)Br)F